[Ir].[GeH4] German Iridium